1-Bromo-4-(bromomethyl)benzene BrC1=CC=C(C=C1)CBr